(1R,2S,5S)-3-(diphenylcarbamoyl)-8-(3-phenylpropionyl)-3,8-diazabicyclo[3.2.1]octane-2-carboxylic acid C1(=CC=CC=C1)N(C(=O)N1[C@@H]([C@H]2CC[C@@H](C1)N2C(CCC2=CC=CC=C2)=O)C(=O)O)C2=CC=CC=C2